C(C)C1=C(C(=C(C(C(=O)O)=C1)C(=O)O)CCCCCC)CC.C(C)O ethanol diethylhexyl-phthalate